CN(CCCC1=C(NC2=CC=CC=C2)C=CC=C1C=1C=CC=C2C=CNC12)C 2-(3-(dimethyl-amino)propyl)-3-(1H-indol-7-yl)-N-phenylaniline